carboxymethoxymethoxy-benzophenone C(=O)(O)COCOC1=C(C(=O)C2=CC=CC=C2)C=CC=C1